3,9-dihydroxy-8-((4-(4-hydroxyphenyl)piperidin-1-yl)methyl)benzo[5,6]oxazepin OC1=NOC2=C(C=C1)C=CC(=C2O)CN2CCC(CC2)C2=CC=C(C=C2)O